NC=1C=CC(=C(C(=O)N[C@H](C)C2=CC=CC3=CC=CC=C23)C1)NCCC (R)-5-amino-N-(1-(naphthalen-1-yl)ethyl)-2-(propylamino)benzamide